C1=CC=CC=2C3=CC=CC=C3N(C12)CC(CN1C(CCC1)=O)O 1-(3-(9H-carbazol-9-yl)-2-hydroxypropyl)pyrrolidin-2-one